CN(CC[C@@H](O)C=1SC=CC1)C (R)-3-(dimethylamino)-1-(thiophen-2-yl)propan-1-ol